1-[2-(2-chloro-5-fluorophenyl)acetyl]-4-fluoro-N-{phenyl-[4-(prop-2-yl)phenyl]methyl}pyrrolidine-2-carboxamide ClC1=C(C=C(C=C1)F)CC(=O)N1C(CC(C1)F)C(=O)NC(C1=CC=C(C=C1)C(C)C)C1=CC=CC=C1